N-(4-{[6-(5-chloro-2-fluorophenyl)pyridazin-4-yl]amino}pyridin-2-yl)-3-(3-methyl-1,3-diazinan-1-yl)propanamide ClC=1C=CC(=C(C1)C1=CC(=CN=N1)NC1=CC(=NC=C1)NC(CCN1CN(CCC1)C)=O)F